ClC=1C=C(C=CC1)NC(NCCCCCC(=O)O)=O 6-(3-chlorophenylureido)caproic acid